CN1C=NC(=C1C)[Sn](CCCC)(CCCC)CCCC 1,5-dimethyl-4-(tributylstannyl)-1H-imidazole